1-(5-[(5-chlorothiophen-2-yl)methyl]amino-3-(piperidin-4-yl)-1H-pyrazol-1-yl)-3-methoxy-2,2-dimethylpropan-1-one ClC1=CC=C(S1)CNC1=CC(=NN1C(C(COC)(C)C)=O)C1CCNCC1